C(C)(C)(C)OC(=O)N[C@H](C(=O)OC)CN(C)CC methyl (2S)-2-(tert-butoxycarbonylamino)-3-[ethyl(methyl)amino]propanoate